BrN1C2(C3=CC=CC=C3C1)CC2 bromospiro[cyclopropane-1,1'-isoindoline]